CC1=CC(=NO1)CCN 2-(5-methyl-1,2-oxazol-3-yl)ethanamine